trans-9-methyl-2-decenoic acid CC(CCCCC/C=C/C(=O)O)C